C1(CC1)S(=O)(=O)N1C[C@@H](CCC1)N (R)-1-cyclopropylsulfonyl-3-aminopiperidine